[Yb].[Cu] copper-ytterbium